C(=O)(O)C=1C=C(C=CC1)[N+]1=CSC2=C1C=CC=C2 N-(m-carboxyphenyl)benzothiazolium